1-iodonaphthalene IC1=CC=CC2=CC=CC=C12